CN1C=CC(=C1)NC(=O)C=1N(C=C(N1)NC(CCNC(=O)C=1N(C=CC1)C)=O)C 1-methyl-4-(1-methyl-4-[3-[(1-methylpyrrol-2-yl)formamido]propanamido]imidazole-2-amido)pyrrole